O=S1(CCC(CC1)CCN(C(=O)C1=CC(=NN1)C(F)(F)F)CC=1C(=CC=C2C(=CNC12)Cl)F)=O N-(2-(1,1-dioxidotetrahydro-2H-thiopyran-4-yl)ethyl)-N-((3-chloro-6-fluoro-1H-indol-7-yl)methyl)-3-(trifluoromethyl)-1H-pyrazole-5-carboxamide